C(C)C(COC(CCSC=1N=CC2=C(N1)C(=CN2C2CCC2)N2CC(C(C2)(F)F)(F)F)=O)CCCC.C(CC2CO2)[Si](OC)(OC)OC (3,4-epoxybutyl)trimethoxysilane 2-ethylhexyl-3-((5-cyclobutyl-7-(3,3,4,4-tetrafluoropyrrolidin-1-yl)-5H-pyrrolo[3,2-d]pyrimidin-2-yl)thio)propionate